CC(C)OC(=O)C1(COC(OC1)(C)C)C propan-2-yl-2,2,5-trimethyl-1,3-dioxane-5-carboxylate